N1N=CC2=CC(=CC=C12)NC1=NC(=NC=C1)C1=CC=C2C=C(NC2=C1)C(=O)N[C@@H](CC1=CNC=N1)C(=O)OC methyl (6-(4-((1H-indazol-5-yl)amino)-pyrimidin-2-yl)-1H-indole-2-carbonyl)-histidinate